ClC=1C=C(C=CC1F)[C@@H](CO)NC(=O)C=1OC=C(N1)C1=NC(=NC=C1C)NC1=CC=NN1C (S)-N-(1-(3-chloro-4-fluorophenyl)-2-hydroxyethyl)-4-(5-methyl-2-((1-methyl-1H-pyrazol-5-yl)amino)pyrimidin-4-yl)oxazole-2-carboxamide